CC1=C2C(=C(C(=C(C2=CC=C1)C)C)C)C Pentamethylnaphthalene